Methyl (S)-2-(2-chlorophenyl)-2-(2-(3-methyl-2-butenoyloxy)-6,7-dihydro-thieno[3,2-c]pyridin-5(4H)-yl)-acetate ClC1=C(C=CC=C1)[C@@H](C(=O)OC)N1CC2=C(CC1)SC(=C2)OC(C=C(C)C)=O